C[C@H]1CNC[C@@H](N1)C (3S,5S)-3,5-dimethylpiperazine